4-fluoro-N-{[4-fluoro-5-(propan-2-yl)pyridin-2-yl](phenyl)methyl}-1-[2-(1H-1,2,3-triazol-5-yl)acetyl]pyrrolidine-2-carboxamide FC1CC(N(C1)C(CC1=CN=NN1)=O)C(=O)NC(C1=CC=CC=C1)C1=NC=C(C(=C1)F)C(C)C